C1(CC1)C(C)C=1C(=C2CCCC2=CC1)NC(=O)C1N(CCC(C1)S(=O)(=O)N)C (5-(1-cyclopropylethyl)-2,3-dihydro-1H-inden-4-ylcarbamoyl)-1-methylpiperidine-4-sulfonamide